2-((2-methyl-6-(trifluoromethyl)pyridin-3-yl)sulfonyl)-6-((R)-1-((S)-tetrahydrofuran-2-yl)ethyl)-2,6-diazaspiro[3.3]heptane CC1=NC(=CC=C1S(=O)(=O)N1CC2(C1)CN(C2)[C@H](C)[C@H]2OCCC2)C(F)(F)F